ClC1=C(C=CC(=C1)Cl)C[C@H](C[C@H]([C@@H](C(C)(C)C)O)N1N=CNC1=S)C 2-[(2R,4R,5R)-1-(2,4-dichlorophenyl)-5-hydroxy-2,6,6-trimethylheptane-4-yl]-2,4-dihydro-3H-1,2,4-triazol-3-thione